5-((R)-1-(3,5-Dichloropyridin-4-yl)ethoxy)-N-(4-((3S,SR)-3,5-Dimethylpiperazin-1-yl)phenyl)-1H-Indazol-3-Carboxamid ClC=1C=NC=C(C1[C@@H](C)OC=1C=C2C(=NNC2=CC1)C(=O)NC1=CC=C(C=C1)N1C[C@@H](N[C@H](C1)C)C)Cl |&1:32|